Rac-rel-(1R,5S)-N,N-dimethyl-5-(5-(piperidin-1-ylmethyl)-5,6-dihydro-1,4,2-dioxazin-3-yl)-3-azabicyclo[3.2.0]heptane-1-carboxamide CN(C(=O)[C@]12CNC[C@@]2(CC1)C1=NOC[C@H](O1)CN1CCCCC1)C |o1:4,8,&1:15|